N-ethyl-5-fluoro-2-((5-(2-((3x-r,5s)-5-hydroxy-6-((2-methoxyethyl)(methyl)amino)-2-methylhex-3-yl)-2,6-diazaspiro[3.4]oct-6-yl)-1,2,4-triazin-6-yl)oxy)-N-isopropylbenzamide fumarate C(\C=C\C(=O)O)(=O)O.C(C)N(C(C1=C(C=CC(=C1)F)OC1=C(N=CN=N1)N1CC2(CN(C2)C(C(C)C)C[C@@H](CN(C)CCOC)O)CC1)=O)C(C)C